C(CCCCCCCCCCC)NC(C(=O)OCCCN(CC)CC)CC(=O)N diethylaminopropyl laurylaminosuccinamate